1-(1-(2-chloro-5-fluoropyrimidin-4-yl)piperidin-3-yl)pyridin-2(1H)-one ClC1=NC=C(C(=N1)N1CC(CCC1)N1C(C=CC=C1)=O)F